9-cyclohexyl-2-fluoro-6-methyl-9H-purine C1(CCCCC1)N1C2=NC(=NC(=C2N=C1)C)F